ClC=1C=CC=2N(C1)C(=NN2)C(=O)N2CCC(CC2)C2=C(C=CC=C2)C(F)(F)F (6-chloro-[1,2,4]triazolo[4,3-a]pyridin-3-yl)(4-(2-(trifluoromethyl)phenyl)piperidin-1-yl)methanone